1-(cyclopropylmethyl)-N-(3-fluoro-4-((2-(1-methyl-1H-pyrazol-4-yl)pyridin-4-yl)oxy)phenyl)-3-(4-fluorophenyl)-2,4-dioxo-1,2,3,4-tetrahydropyrimidin-5-carboxamide C1(CC1)CN1C(N(C(C(=C1)C(=O)NC1=CC(=C(C=C1)OC1=CC(=NC=C1)C=1C=NN(C1)C)F)=O)C1=CC=C(C=C1)F)=O